dichloromethyl 3-chloro-5-(chlorodifluoromethyl)benzoate ClC=1C=C(C(=O)OC(Cl)Cl)C=C(C1)C(F)(F)Cl